N1N=C(C=C1)C=1C=C(C=CC1)C1=CC=C(S1)CN1C(NN=C1)=O 4-({5-[3-(1H-pyrazol-3-yl)phenyl]thiophen-2-yl}methyl)-2,4-dihydro-3H-1,2,4-triazol-3-one